FC=1C(=C2C(=NC1)NC(=C2)C=2C=NN(C2)C)C2CCN(CC2)C(=O)OC(C)(C)C tert-butyl 4-[5-fluoro-2-(1-methylpyrazol-4-yl)-1H-pyrrolo[2,3-b]pyridin-4-yl]piperidine-1-carboxylate